C(C)(C)(C)NCCCS(=O)(=O)O 3-(tert-butyl)aminopropane-1-sulfonic acid